NC=1C=CC(=C(OC2=NC(=NC=C2Cl)NC=2C=NN(C2)C)C1)OC 4-(5-amino-2-methoxyphenoxy)-5-chloro-N-(1-methyl-1H-pyrazol-4-yl)pyrimidin-2-amine